O[C@@H](C)C=1N(C=CN1)CC1=NOC(=C1)C1=CC=C(C=C1)C#CC=1C=CC(=NC1)CN1C(OCC1)=O (S)-3-((5-((4-(3-((2-(1-hydroxyethyl)-1H-imidazol-1-yl)methyl)isoxazol-5-yl)phenyl)ethynyl)pyridin-2-yl)methyl)oxazolidin-2-one